NCCNCCCN 3-(2-aminoethylamino)propylamine